(2S,3R,5R,6R)-5-(benzoyloxy)-6-[(2R)-hex-5-en-2-yloxy]-2-methyloxan-3-yl benzoate C(C1=CC=CC=C1)(=O)O[C@H]1[C@@H](O[C@H]([C@@H](C1)OC(C1=CC=CC=C1)=O)O[C@H](C)CCC=C)C